N=1C=CN2C1C=CC(=C2)C=2C=CN1N=C(N=CC12)NC1CC2(CN(C2)CC(C)C)C1 5-(imidazo[1,2-a]pyridin-6-yl)-N-(2-isobutyl-2-azaspiro[3.3]heptan-6-yl)pyrrolo[2,1-f][1,2,4]triazin-2-amine